6-hydroxy-4-methylheptylmethoxymethyl ether OC(CC(CCCC(OC)OC(CCCC(CC(C)O)C)OC)C)C